C(C(=O)O)(=O)O.FC1=CC2=C(C(=NO2)C2CCN(CC2)CCCOC=2C=C3CCC(N4C3=C(C2)CC4)=O)C=C1 8-(3-(4-(6-fluorobenzo[d]isoxazol-3-yl)piperidin-1-yl)propoxy)-5,6-dihydro-1H-pyrrolo[3,2,1-ij]quinolin-4(2H)-one oxalate